tert-Butyl 3-[4-(1-aminopropan-2-yl)-2,5-difluorophenyl]-3,8-diazabicyclo[3.2.1]octane-8-carboxylate NCC(C)C1=CC(=C(C=C1F)N1CC2CCC(C1)N2C(=O)OC(C)(C)C)F